2-((3-(2,6-Dioxopiperidin-3-yl)-1-methyl-1H-indazol-7-yl)oxy)-N-(3-(oxazol-5-yl)phenyl)acetamide O=C1NC(CCC1C1=NN(C2=C(C=CC=C12)OCC(=O)NC1=CC(=CC=C1)C1=CN=CO1)C)=O